C1=CC=C2C(=C1)C(=O)C3=C(C2=O)C(=C(C=C3NC4=CC(=C(C=C4)S(=O)(=O)O)NC5=NC(=NC(=N5)NC6=CC(=CC=C6)S(=O)(=O)O)Cl)S(=O)(=O)O)N The molecule is anthraquinone carrying amino, sulfo and [3-({4-chloro-6-[(3-sulfophenyl)amino]-1,3,5-triazin-2-yl}amino)-4-sulfophenyl]amino substituents at positions 1, 2 and 4 respectively. It has a role as a dye. It is a conjugate acid of a Reactive Blue 5(3-).